(S)-8-Ethyl-N-(1-(5-(7-fluoro-2-methylchinolin-6-yl)-1H-imidazol-2-yl)-7-oxononyl)-1-oxa-2,8-diazaspiro[4.5]dec-2-en-3-carboxamid C(C)N1CCC2(CC(=NO2)C(=O)N[C@@H](CCCCCC(CC)=O)C=2NC(=CN2)C=2C=C3C=CC(=NC3=CC2F)C)CC1